(S)-3-(4-((4-((3-(4-(2-methyl-6-(3-methyl-1H-1,2,4-triazol-1-yl)pyrimidin-4-yl)piperazin-1-yl)azetidin-1-yl)methyl)benzyl)oxy)-1-oxoisoindol-2-yl)piperidine-2,6-dione CC1=NC(=CC(=N1)N1CCN(CC1)C1CN(C1)CC1=CC=C(COC2=C3CN(C(C3=CC=C2)=O)[C@@H]2C(NC(CC2)=O)=O)C=C1)N1N=C(N=C1)C